4-bromo-N-methoxy-N-methyl-1-(benzenesulfonyl)-1H-indole-6-carboxamide BrC1=C2C=CN(C2=CC(=C1)C(=O)N(C)OC)S(=O)(=O)C1=CC=CC=C1